azabicyclo[3.3.1]nonan N12CCCC(CCC1)C2